O=C1C(NCC1)C(=O)O Oxopyrrolidine-2-carboxylic acid